C(C=C)NC1=C(C=CC=C1)S(=O)(=O)NC1=NC=CC=N1 (allylamino)-N-(pyrimidin-2-yl)benzenesulfonamide